3,4-dihydro-1,8-naphthyridin-2(1H)-one sesquimaleate C(\C=C/C(=O)O)(=O)O.N1C(CCC2=CC=CN=C12)=O.C(\C=C/C(=O)O)(=O)O.C(\C=C/C(=O)O)(=O)O.N1C(CCC2=CC=CN=C12)=O